6-(3-methoxyphenyl)-4-(methylthio)-2-oxo-2H-pyran-3-carbonitrile COC=1C=C(C=CC1)C1=CC(=C(C(O1)=O)C#N)SC